2-methyl-4-(2-phenyl-7-((tetrahydro-2H-pyran-4-yl)amino)-1H-indol-5-yl)but-3-yn-2-ol CC(C)(C#CC=1C=C2C=C(NC2=C(C1)NC1CCOCC1)C1=CC=CC=C1)O